4,4'-dimethyl-5,6'-diaminobiphenyl CC1=CC=C(C=C1N)C1=CC=C(C=C1N)C